N-amino-N-[(5,5-dimethyl-2-oxo-pyrrolidin-3-yl)methyl]carbamic acid tert-butyl ester C(C)(C)(C)OC(N(CC1C(NC(C1)(C)C)=O)N)=O